ClC=1C(=C(C(=CC1)C#N)C=1C(=CC(=[N+](C1)[O-])[C@H](CC1CC1)N1N=CC(=C1)C1=NC=NN1C(F)F)OC)F |o1:16| (R)-5-(3-Chloro-6-cyano-2-fluorophenyl)-2-((S*)-2-cyclopropyl-1-(4-(1-(difluoromethyl)-1H-1,2,4-triazol-5-yl)-1H-pyrazol-1-yl)ethyl)-4-methoxypyridine 1-oxide